4,7,11,15-tetramethyl-hexadecyl methacrylate C(C(=C)C)(=O)OCCCC(CCC(CCCC(CCCC(C)C)C)C)C